1-methoxy-prop-2-yl acetate C(C)(=O)OC(COC)C